(R)-3-(3-(2-(2-Fluoro-5-((6-fluoro-4-(methylsulfonyl)-1H-indol-5-yl)oxy)phenyl)-1H-imidazol-5-yl)-3-methyl-2,3-dihydrobenzofuran-7-yl)propanoic acid FC1=C(C=C(C=C1)OC=1C(=C2C=CNC2=CC1F)S(=O)(=O)C)C=1NC(=CN1)[C@@]1(COC2=C1C=CC=C2CCC(=O)O)C